4-{[(2S,4S)-4-fluoro-4-methyl-5-oxopyrrolidin-2-yl]methoxy}-6-methoxyquinoline-7-carboxamide F[C@]1(C[C@H](NC1=O)COC1=CC=NC2=CC(=C(C=C12)OC)C(=O)N)C